5-(1-(1-(2-methoxyphenyl)ethyl)-1H-pyrazol-4-yl)-1-methylpyridin-2(1H)-one COC1=C(C=CC=C1)C(C)N1N=CC(=C1)C=1C=CC(N(C1)C)=O